C=C1C=CCC2=CC3=CC=CCC3CC12 4-methylene-1,4,4a,5,10,10a-hexahydroanthracene